FC(C(C(F)(F)F)OC(=O)N1CCC2(CN(C2)CC2=C(C=C(C=C2)C(F)(F)F)N2C(COCC2)C(=O)O)CC1)(F)F 4-(2-((7-(((1,1,1,3,3,3-Hexafluoropropan-2-yl)oxy)carbonyl)-2,7-diazaspiro[3.5]nonan-2-yl)methyl)-5-(trifluoromethyl)phenyl)morpholine-3-carboxylic acid